ClC(Cl)(Cl)C=1C(=NN=NC1C1=CC(=C(C=C1)OC)OC)C(Cl)(Cl)Cl bis(trichloromethyl)-6-(3,4-bis(methoxy)phenyl)-triazine